CC1=NC(=CC(=N1)NC1=CC(=C2C(=N1)NN(C2=O)C)NC2=C(C(=CC=C2)C2=NN(C=N2)C)OC)C 6-((2,6-dimethylpyrimidin-4-yl)amino)-4-((2-methoxy-3-(1-methyl-1H-1,2,4-triazol-3-yl)phenyl)amino)-2-methyl-1,2-dihydro-3H-pyrazolo[3,4-b]pyridin-3-one